ClC1=C(C=CC=C1Cl)C1=CC2=C(N=C(N=C2)NC2=CC(=CC=C2)S(=O)(=O)C)N(C1=O)C 6-(2,3-dichlorophenyl)-8-methyl-2-((3-(methylsulfonyl)phenyl)amino)pyrido[2,3-d]pyrimidin-7(8H)-one